C(#N)C1=CN=NC=C1C#N 4,5-Dicyanopyridazine